C1(=CC(=CC=C1)N1CC(=C(C2=CC=C3C(=C12)SC1=C3C=CC=C1)O)C(C(F)(F)F)=O)C1=CC=CC=C1 1-([1,1'-biphenyl]-3-yl)-4-hydroxy-3-(2,2,2-trifluoroethan-1-one-1-yl)-[1]benzothieno[3,2-h]quinoline